tert-butyl 4-[4-(4-{2-[(1r,4r)-4-({2,3,5-trifluoro-4-[(4-methoxyphenyl)methoxy]benzamido}methyl)cyclohexyl]-2H-indazol-6-yl}piperazin-1-yl)butyl]piperidine-1-carboxylate FC1=C(C(=O)NCC2CCC(CC2)N2N=C3C=C(C=CC3=C2)N2CCN(CC2)CCCCC2CCN(CC2)C(=O)OC(C)(C)C)C=C(C(=C1F)OCC1=CC=C(C=C1)OC)F